amino-N-ethyl-nicotinamide NC1=C(C(=O)NCC)C=CC=N1